NC=1C2=C(N=CN1)N(C=C2C2=CC=C(C=1N2C=CN1)NC(=O)NC1=CC(=C(C=C1)CN1CCN(CC1)C)C(F)(F)F)C 1-(5-(4-amino-7-methyl-7H-pyrrolo[2,3-d]pyrimidin-5-yl)imidazo[1,2-a]pyridin-8-yl)-3-(4-((4-methylpiperazin-1-yl)methyl)-3-(trifluoromethyl)phenyl)urea